OC(=O)C(F)(F)F.N1(N=NC=C1)C[C@@H]1C[C@H](CN1)NC(=O)C=1OC(=NN1)C1=C(C=CC(=C1)OC(F)(F)F)OC1CC1 N-((3R,5S)-5-((1H-1,2,3-triazol-1-yl)methyl)pyrrolidin-3-yl)-5-(2-cyclopropoxy-5-(trifluoromethoxy)phenyl)-1,3,4-oxadiazole-2-carboxamide TFA salt